tert-butyl-6-oxo-2,7-diazaspiro[4.4]nonane (R)-ETHYL-2-PHENYLPENT-4-ENOATE C(C)OC([C@H](CC=C)C1=CC=CC=C1)=O.C(C)(C)(C)C1NCCC12C(NCC2)=O